N(=[N+]=[N-])[C@H](C(=O)N1[C@@H](C[C@H](C1)O)C(=O)N[C@@H](CO)C1=CC=C(C=C1)C=1C(=NC=NC1)C)C(C)C (2S,4R)-1-((S)-2-azido-3-methylbutanoyl)-4-hydroxy-N-((R)-2-hydroxy-1-(4-(4-methylpyrimidin-5-yl)phenyl)ethyl)pyrrolidine-2-carboxamide